N-(1-(5-(3-cyano-6-(3-morpholinopropoxy)pyrazolo[1,5-a]pyridin-4-yl)pyridin-2-yl)-4-methylpiperidin-4-yl)benzamide C(#N)C=1C=NN2C1C(=CC(=C2)OCCCN2CCOCC2)C=2C=CC(=NC2)N2CCC(CC2)(C)NC(C2=CC=CC=C2)=O